ClC1=NC=CC=C1OC1=NC=CC2=CC(=CC(=C12)O[C@H](C(F)(F)F)C)N1N=C(N(C1=O)CC)CO (S)-2-(1-((2-Chloropyridin-3-yl)oxy)-8-((1,1,1-trifluoropropan-2-yl)oxy)isoquinolin-6-yl)-4-ethyl-5-(hydroxymethyl)-2,4-dihydro-3H-1,2,4-triazol-3-one